O1CCC(CC1)C1=NN=C2N1C1=CC(=CC=C1N=C2)C2=CC=C(C=C2)N2CCC(CC2)N 1-(4-(1-(tetrahydro-2H-pyran-4-yl)-[1,2,4]triazolo[4,3-a]quinoxalin-8-yl)phenyl)piperidin-4-amine